1-(2-(1H-1,2,4-triazol-1-yl)ethyl)-3-(4-chloro-3-fluorophenyl)-1H-pyrrolo[2,3-b]pyridine-6-carboxamide N1(N=CN=C1)CCN1C=C(C=2C1=NC(=CC2)C(=O)N)C2=CC(=C(C=C2)Cl)F